β,β-Dimethyl-1,3-dioxan-2-ethanol diacrylate C(C=C)(=O)O.C(C=C)(=O)O.CC(CO)(C1OCCCO1)C